O=S1(CCC(CC1)C1OC2(CC(C1)N1N=NC(=C1)C1=CC(=C(C(=C1)F)F)F)NC(CCC2)=O)=O (1,1-dioxidotetrahydro-2H-thiopyran-4-yl)-4-(4-(3,4,5-trifluorophenyl)-1H-1,2,3-triazol-1-yl)-1-oxa-7-azaspiro[5.5]undecan-8-one